CC1=NOC(=C1C=1C=C2C(=NC(=NC2=CC1)N1CCN(CC1)CCN(C)C)N1[C@@H](COCC1)C1=CC=CC=C1)C (R)-2-(4-(6-(3,5-dimethylisoxazol-4-yl)-4-(3-phenylmorpholino)quinazolin-2-yl)piperazin-1-yl)-N,N-dimethylethylamine